COC(COC1=C(CNC(=O)[C@H]2N(C[C@@H](C2)O)C([C@H](C(C)(C)C)NC(=O)C2(CC2)F)=O)C=CC(=C1)C1=C(N=CS1)C)OC (2S,4R)-N-(2-(2,2-dimethoxyethoxy)-4-(4-methylthiazol-5-yl)benzyl)-1-((S)-2-(1-fluorocyclopropanecarboxamido)-3,3-dimethylbutanoyl)-4-hydroxypyrrolidine-2-carboxamide